C[NH2+]C.C[NH2+]C.C[NH2+]C.C[NH2+]C.[Zr+4] zirconium tetra(dimethylammonium)